C1(=CC=CC=C1)N(C(\C=C\C1=CC=C(C=C1)C)=O)C1CSCC1 (E)-N-phenyl-3-(p-tolyl)-N-tetrahydrothiophen-3-yl-prop-2-enamide